FC1(CCC12CNC2)F 7,7-difluoro-2-azaspiro[3.3]heptane